tert-Butyl 4,5,6,9,10,12-hexahydropyrazolo[3,4-c]pyrido[4',3':3,4]pyrazolo-[1,5-a]azepine-11(2H)-carboxylate N=1NC=C2C1C=1N(CCC2)N=C2C1CN(CC2)C(=O)OC(C)(C)C